1-(4-(2-(2-(dimethylamino)-3-hydroxypropoxy)-7-(3-hydroxynaphthalen-1-yl)-5,6,7,8-tetrahydropyrido[3,4-d]pyrimidin-4-yl)piperazin-1-yl)prop-2-en-1-one CN(C(COC=1N=C(C2=C(N1)CN(CC2)C2=CC(=CC1=CC=CC=C21)O)N2CCN(CC2)C(C=C)=O)CO)C